rac-tert-Butyl ((1R,5S)-8-azabicyclo[3.2.1]octan-3-yl)carbamate [C@H]12CC(C[C@H](CC1)N2)NC(OC(C)(C)C)=O